tert-butyl ((S)-2-((2-fluoro-4-(1-((R)-2-(4-methylpiperazin-1-yl)-2-oxo-1-propionamidoethyl)cyclopropyl)-phenyl)amino)-2-oxo-1-((S)-spiro[2.5]octan-5-yl)ethyl)carbamate FC1=C(C=CC(=C1)C1(CC1)[C@H](C(=O)N1CCN(CC1)C)NC(CC)=O)NC([C@H]([C@@H]1CC2(CC2)CCC1)NC(OC(C)(C)C)=O)=O